1,1'-Carbonyldibenzotriazole C(=O)(N1N=NC2=C1C=CC=C2)N2N=NC1=C2C=CC=C1